FC1=C(C=CC(=C1)F)C1=NN2C(OCC(C2)CO)=C1C(=O)OCC Ethyl 2-(2,4-difluorophenyl)-6-(hydroxymethyl)-6,7-dihydro-5H-pyrazolo[5,1-b][1,3]oxazine-3-carboxylate